diethoxy(ethyl)(2-isocyanatoethyl)silane C(C)O[Si](CCN=C=O)(CC)OCC